methoxy-3-iodopropane COCCCI